3,4-(methylenedioxy)phenylisocyanate C1OC=2C=C(C=CC2O1)N=C=O